3-(1,2,3,5,6,7-hexahydro-s-indacen-4-yl)-1-[(1-methyl-1H-pyrazol-4-yl)(oxolan-3-yl)sulfamoyl]urea sodium salt [Na].C1CCC2=C(C=3CCCC3C=C12)NC(NS(N(C1COCC1)C=1C=NN(C1)C)(=O)=O)=O